N1C=C(C=2C1=NC=CC2)\C=C/2\C(N(C(O2)=O)CC)=O (Z)-5-((1H-pyrrolo[2,3-b]pyridine-3-yl)methylene)-3-ethyloxazolidine-2,4-dione